C1=CC(=CC=C1C#N)C(C2=CC=C(C=C2)C#N)N3C=NC=N3 The molecule is a member of triazoles and a nitrile. It has a role as an antineoplastic agent and an EC 1.14.14.14 (aromatase) inhibitor.